6-(Azetidin-1-yl)-N-[(5-(tert-butyl)-2-cyclopropoxyphenyl)sulfonyl]-4-fluorobenzofuran-2-carboxamide N1(CCC1)C1=CC2=C(C=C(O2)C(=O)NS(=O)(=O)C2=C(C=CC(=C2)C(C)(C)C)OC2CC2)C(=C1)F